2-(Difluoromethyl)-3-(4-[(2S,4E)-2-(hydroxymethyl)-4-(methoxyimino)pyrrolidine-1-carbonyl]phenyl)benzonitrile FC(C1=C(C#N)C=CC=C1C1=CC=C(C=C1)C(=O)N1[C@@H](C\C(\C1)=N/OC)CO)F